ClC=1C=C2C(C(=CN(C2=NC1N1CC2=NC=CC=C2C1)CC1=C(C=CC=C1)Cl)C(=O)O)=O 6-chloro-1-(2-chlorobenzyl)-7-(5,7-dihydro-6H-pyrrolo[3,4-b]pyridin-6-yl)-4-oxo-1,4-dihydro-1,8-naphthyridine-3-carboxylic acid